O1CCC(CC1)CN1N=C2C3=C(CCC2=C1)OC(=C3C(F)(F)F)C(=O)NC[C@H]3OCCC3 2-[(Oxan-4-yl)methyl]-N-{[(2S)-oxolan-2-yl]methyl}-8-(trifluoromethyl)-4,5-dihydro-2H-furo[2,3-g]indazol-7-carboxamid